6-((2-(3-(2,2-dimethyl-1,3-dioxan-5-yl)propoxy)ethyl)disulfaneyl)-N-methylhexan-1-amine CC1(OCC(CO1)CCCOCCSSCCCCCCNC)C